5-amino-8-(1-methyl-1H-benzo[d]imidazol-6-yl)tetrazolo[1,5-c]pyrimidin NC1=NC=C(C=2N1N=NN2)C=2C=CC1=C(N(C=N1)C)C2